ClC1=CC(=NC(=C1)NC1=CC(=CC(=C1)F)F)C(=O)NC1CC2=CC=CC=C2C1 4-Chloro-6-((3,5-difluorophenyl)amino)-N-(2,3-dihydro-1H-inden-2-yl)pyridineamide